N1(CC1)CCNS(=O)(=O)C=1C=CC(=C(C(=O)N(CCC)CCC)C1)Cl 5-(N-(2-(aziridine-1-yl)ethyl)sulfamoyl)-2-chloro-N,N-dipropylbenzamide